C(C=C)(=O)N1C[C@@H](CC[C@@H]1C)NC=1C2=C(N=CN1)N(C=C2)C(CCCC[C@H]2S(SCC2)=O)=O 1-(4-(((3R,6S)-1-Acryloyl-6-methylpiperidin-3-yl)amino)-7H-pyrrolo[2,3-d]pyrimidin-7-yl)-5-((3R)-2-oxido-1,2-dithiolan-3-yl)pentan-1-one